ClC1=C(C=CC(=C1)F)S(=O)(=O)NC=1C=C2C(N(C(C2=CC1)=O)C1C(NC(CC1)=O)=O)=O 2-chloro-N-(2-(2,6-dioxopiperidin-3-yl)-1,3-dioxoisoindolin-5-yl)-4-fluorobenzenesulfonamide